C(C)OC(CC(=O)N(C1=C(C(=CC(=C1F)OC)OC)F)CC=1C=NC(=CC1Cl)Cl)=O 3-[[(4,6-dichloropyridin-3-yl)methyl](2,6-difluoro-3,5-dimethoxyphenyl)amino]-3-oxopropanoic acid ethyl ester